BrC1=CC=CC(=N1)C1=NN=CN1C1CCC(CC1)=O 4-(3-(6-Bromopyridin-2-yl)-4H-1,2,4-triazol-4-yl)cyclohexan-1-one